triphenyl-carbenium C1(=CC=CC=C1)[C+](C1=CC=CC=C1)C1=CC=CC=C1